butanediol di(mercaptoacetate) SCC(=O)OC(CCC)OC(CS)=O